N-tert-butoxycarbonyl-4-{2-[4-(2,3-dichlorophenyl)-piperazin-1-yl]-ethyl}-cyclohexylamine C(C)(C)(C)OC(=O)NC1CCC(CC1)CCN1CCN(CC1)C1=C(C(=CC=C1)Cl)Cl